OCC[N+](C)(C)C.[N-]=C=S isothiocyanate choline